2-(1,1-difluoroethyl)-5-methylpyridine FC(C)(F)C1=NC=C(C=C1)C